C(C)(C)N1N=NC2=C1C=CC(=C2)C2=NOC(=N2)C2=C(C=CC=C2)C(F)(F)F 3-(1-isopropylbenzotriazol-5-yl)-5-[2-(trifluoromethyl)phenyl]-1,2,4-oxadiazole